NC1=CC(=C(C=C1F)O)C 4-amino-5-fluoro-2-methyl-phenol